2-amino-4,5-dimethylphenol NC1=C(C=C(C(=C1)C)C)O